5-chloro-2-(2H-1,2,3-triazol-2-yl)benzoic acid ClC=1C=CC(=C(C(=O)O)C1)N1N=CC=N1